C(C)(C)(C)OC(=O)N1CC(N(CC1)C(C1=C(C=C(C=C1)NC(=O)C1CC1)N1CCCC1)=O)C=1C=NN(C1)C 4-[4-(cyclopropanecarbonylamino)-2-pyrrolidin-1-ylbenzoyl]-3-(1-methylpyrazol-4-yl)piperazine-1-carboxylic acid tert-butyl ester